2-methyl-3-(4-(trifluoromethyl)phenyl)cyclobutan-1-ol CC1C(CC1C1=CC=C(C=C1)C(F)(F)F)O